2-methyl-3-(phenylthio)-10H-pyrazolo[5',1':2,3]pyrimido[4,5-b]indole CC1=NN2C(N=CC3=C2NC2=CC=CC=C32)=C1SC1=CC=CC=C1